tert-Butyl 3-(5-formylthiophen-2-yl)benzylcarbamate C(=O)C1=CC=C(S1)C=1C=C(CNC(OC(C)(C)C)=O)C=CC1